tertiary butyl-dimethylchlorosilane C(C)(C)(C)[Si](Cl)(C)C